N1(CCNCCN(CCNCC1)C(CCCOC=1C=C2C(=CC=NC2=CC1)C(=O)NCC(N1[C@@H](CC(C1)(F)F)C#N)=O)=O)C(CCCOC=1C=C2C(=CC=NC2=CC1)C(=O)NCC(=O)N1[C@@H](CC(C1)(F)F)C#N)=O 6,6'-(((1,4,7,10-tetraazacyclododecane-1,7-diyl)bis(4-oxobutane-4,1-diyl))bis(oxy))bis(N-(2-((S)-2-cyano-4,4-difluoropyrrolidin-1-yl)-2-oxoethyl)quinoline-4-carboxamide)